C[Si]1(SCC(C1)C)C 2,2,4-trimethyl-1-thia-2-silacyclopentane